ClC1=C(C=CC(=C1)OC1=CC=NC2=CC(=C(C=C12)OC)OC)C(C(=O)O)=O 2-(2-chloro-4-((6,7-dimethoxyquinolin-4-yl)oxy)phenyl)-2-oxoacetic acid